tert-butyl (1S,5S,6R)-6-hydroxy-8-(2-phenylpropan-2-yl)-3,8-diazabicyclo[3.2.1]octane-3-carboxylate O[C@H]1[C@@H]2CN(C[C@H](C1)N2C(C)(C)C2=CC=CC=C2)C(=O)OC(C)(C)C